N1(CCCC1)C1=CC=C(C=C1)B1OC(C(O1)(C)C)(C)C 2-[4-(1-pyrrolidinyl)phenyl]-4,4,5,5-tetramethyl-1,3,2-dioxaborolane